BrC=1N=C(N(C1)C)C=O 4-bromo-1-methyl-1H-imidazole-2-carboxaldehyde